bis(1,3-diisopropylimidazolin-2-ylidene)benzylideneruthenium dichloride C(C)(C)N1C(N(CC1)C(C)C)=[Ru](=CC1=CC=CC=C1)(=C1N(CCN1C(C)C)C(C)C)(Cl)Cl